N-[(1'S,14R)-19-fluoro-11-methyl-spiro[8,12-dioxa-21-azatetracyclo[14.3.1.110,13.02,7]henicosa-1(19),2,4,6,10,13(21),16(20),17-octaene-14,3'-cyclopentane]-1'-yl]methanesulfonamide FC=1C=CC=2C[C@]3(C[C@H](CC3)NS(=O)(=O)C)C=3OC(=C(COC4=CC=CC=C4C1C2)N3)C